ClC1=CC=C(C=C1)C1=CC2=C(N=C(N=C2)NC2=CC(=CC=C2)S(=O)(=O)C)N(C1=O)CC(C)C 6-(4-chlorophenyl)-8-isobutyl-2-((3-(methylsulfonyl)phenyl)amino)pyrido[2,3-d]pyrimidin-7(8H)-one